methyl 3,3-diethyl-2-oxo-5-(trifluoromethyl)indoline-7-carboxylate C(C)C1(C(NC2=C(C=C(C=C12)C(F)(F)F)C(=O)OC)=O)CC